4,4'-biphenyldicarboxylic acid chloride C1(=CC=C(C=C1)C(=O)Cl)C1=CC=C(C=C1)C(=O)Cl